7-amino-3-(3-sulfopropoxy)naphthalene-1,5-disulfonic acid NC=1C=C(C=2C=C(C=C(C2C1)S(=O)(=O)O)OCCCS(=O)(=O)O)S(=O)(=O)O